CCCCCCCCCCC[C@H](CC(=O)N[C@@H]1[C@H]([C@@H]([C@H](O[C@@H]1OP(=O)([O-])[O-])CO[C@H]2[C@@H]([C@H]([C@@H]([C@H](O2)CO[C@@]3(C[C@H]([C@H]([C@H](O3)[C@@H](CO)O)O)O[C@@]4(C[C@H]([C@H]([C@H](O4)[C@@H](CO[C@@]5(C[C@H]([C@H]([C@H](O5)[C@@H](CO)O)O)O)C(=O)[O-])O)O)O[C@@]6(C[C@H]([C@H]([C@H](O6)[C@@H](CO)O)O)O)C(=O)[O-])C(=O)[O-])C(=O)[O-])OP(=O)([O-])[O-])OC(=O)C[C@@H](CCCCCCCCCCC)O)NC(=O)C[C@@H](CCCCCCCCCCC)O)O)OC(=O)C[C@@H](CCCCCCCCCCC)O)O The molecule is a lipid IVA oxoanion obtained by deprotonation of the phospho and carboxy groups of alpha-Kdo-(2->8)-[alpha-Kdo-(2->4)]-alpha-Kdo-(2->4)-alpha-Kdo-(2->6)-lipid IVA; major species at pH 7.3. It is a conjugate base of an alpha-Kdo-(2->8)-[alpha-Kdo-(2->4)]-alpha-Kdo-(2->4)-alpha-Kdo-(2->6)-lipid IVA.